FC1=C(C(=C(C=C1OC)OC)F)[C@H]1CCCC2=C(NN=C2C2=NNC=C2N)C1 (S)-3-(7-(2,6-difluoro-3,5-dimethoxyphenyl)-1,4,5,6,7,8-hexahydrocyclohepta[c]pyrazol-3-yl)-1H-pyrazol-4-amine